2,3,6-triethyl-4,5-dimethylphenol C(C)C1=C(C(=C(C(=C1CC)C)C)CC)O